(3-acetyl-2,4,6-trihydroxyphenyl)-4-methylpentan-1-one C(C)(=O)C=1C(=C(C(=CC1O)O)C(CCC(C)C)=O)O